tributyl-cetylphosphonium bromide [Br-].C(CCC)[P+](CCCCCCCCCCCCCCCC)(CCCC)CCCC